2-(3-(1H-pyrazol-4-yl)imidazo[1,2-a]pyrimidine-7-carboxamido)-4-ethynyl-5-fluorobenzoic acid N1N=CC(=C1)C1=CN=C2N1C=CC(=N2)C(=O)NC2=C(C(=O)O)C=C(C(=C2)C#C)F